C(C)(C)(C)OC(=O)N1CCC(CC1)CC(=O)NC1=CC2=C(OCO2)C=C1C(C)=O.C(#N)CNCC(=O)N 2-((cyanomethyl)amino)acetamide tert-Butyl-4-(2-((6-Acetylbenzo[d][1,3]dioxol-5-yl)amino)-2-oxoethyl)piperidine-1-carboxylate